ClC1=C(C(=CC=C1Cl)O)[C@@H]1C[C@H]2N(C(CN(C2)C(CCO)=O)=O)CC1 (8S,9aR)-8-(2,3-dichloro-6-hydroxyphenyl)-2-(3-hydroxy-propanoyl)octahydro-4H-pyrido[1,2-a]pyrazin-4-one